4-(4-fluorobenzyl)-3-(4-isobutoxybenzyl)-1-(1-methylpiperidin-4-yl)-1,3-dihydro-2H-imidazol-2-one FC1=CC=C(CC=2N(C(N(C2)C2CCN(CC2)C)=O)CC2=CC=C(C=C2)OCC(C)C)C=C1